(3-(4-(2-(3-(fluoromethyl)azetidin-1-yl)ethoxy)phenoxy)-6-hydroxybenzo[b]thiophen-2-yl)(4-fluorophenyl)methanone FCC1CN(C1)CCOC1=CC=C(OC=2C3=C(SC2C(=O)C2=CC=C(C=C2)F)C=C(C=C3)O)C=C1